IC1=C(N)C(=CC=C1)C(F)(F)F 2-iodo-6-(trifluoromethyl)aniline